(Z)-2-(4-bromophenyl)but-2-enenitrile BrC1=CC=C(C=C1)/C(/C#N)=C/C